Cl.ClC=1N=C(SC1NCC)C=1C=NC=CC1 4-chloro-N-ethyl-2-(pyridin-3-yl)thiazol-5-amine hydrochloride